NC=1N=NC(=CC1N1N=CC(=C1)N1CC2COCC(C1)N2C(=O)OC(C)(C)C)C2=C(C=CC=C2)OCOC tert-butyl 7-(1-(3-amino-6-(2-(methoxymethoxy)phenyl)pyridazin-4-yl)-1H-pyrazol-4-yl)-3-oxa-7,9-diazabicyclo[3.3.1]nonane-9-carboxylate